(S)-2-amino-3-(4-bromo-2-fluorophenyl)-2-methylpropanoic acid tert-butyl ester C(C)(C)(C)OC([C@@](CC1=C(C=C(C=C1)Br)F)(C)N)=O